FC1=CC(=C(C=C1)C=1C=C2C(=NC1)NCN2CCOC)C 6-(4-Fluoro-2-methyl-phenyl)-1-(2-methoxyethyl)-3H-imidazo[4,5-b]pyridin